ClC1=CC(=NC=N1)NCC1=C(C=C(C#N)C=C1C)C 4-(((6-chloropyrimidin-4-yl)amino)methyl)-3,5-dimethylbenzonitrile